C[C@]12C=NS(C3=C(N1CCC2)N=CC=C3)(=O)=O (S)-7a-methyl-5,5-dioxido-7a,8,9,10-tetrahydropyrido[2,3-f]pyrrolo[2,1-d][1,2,5]thiadiazepin